5-chloro-1-((2-(trimethylsilyl)ethoxy)methyl)-1H-benzo[d][1,2,3]triazole ClC1=CC2=C(N(N=N2)COCC[Si](C)(C)C)C=C1